methyl 3-(3-((3-(3-((4-(methylcarbamoyl)-1H-indol-5-yl)oxy)phenyl)-1H-pyrazol-1-yl)methyl)phenyl)propanoate CNC(=O)C1=C2C=CNC2=CC=C1OC=1C=C(C=CC1)C1=NN(C=C1)CC=1C=C(C=CC1)CCC(=O)OC